methyl 2-{3-[1-(2-methoxypyrimidin-5-yl) piperidin-4-yl]-1,2-oxazol-5-yl}-3-methylbutanoate COC1=NC=C(C=N1)N1CCC(CC1)C1=NOC(=C1)C(C(=O)OC)C(C)C